(E)-2-acetamido-5-styrylbenzoic acid C(C)(=O)NC1=C(C(=O)O)C=C(C=C1)\C=C\C1=CC=CC=C1